N-(4-((4-Methylpiperazin-1-yl)methyl)-3-(trifluoromethyl)phenyl)-5-((6-(oxetan-3-ylmethoxy)imidazo[1,2-b]pyridazin-3-yl)ethynyl)nicotinamide CN1CCN(CC1)CC1=C(C=C(C=C1)NC(C1=CN=CC(=C1)C#CC1=CN=C2N1N=C(C=C2)OCC2COC2)=O)C(F)(F)F